BrC1=NC(=C(C2=CC=CC=C12)Br)[C@H](CC1=CC(=CC(=C1)F)F)NC(OC(C)(C)C)=O Tert-butyl (S)-(1-(1,4-dibromo-isoquinolin-3-yl)-2-(3,5-difluorophenyl)ethyl)carbamate